N-(2-(n-hexoxy)ethyl)-3-(imidazolyl)propan-1-amine C(CCCCC)OCCNCCCC=1NC=CN1